COC1=CC=C(CNC2=NC=CC3=CC=C(C=C23)C=2C3=C(SC2)C=C(C=C3)C(=O)OC)C=C1 methyl 3-(1-((4-methoxybenzyl)amino)isoquinolin-7-yl)benzo[b]thiophene-6-carboxylate